C(OCC#CBr)(OCCCCCCNC(C1=CC=C(C=C1)S(N)(=O)=O)=O)=O 3-Bromoprop-2-yn-1-yl (6-(4-sulfamoylbenzamido)hexyl) carbonate